4-(2-methyl-5-imidazolyl)phenol CC=1NC(=CN1)C1=CC=C(C=C1)O